2,5-Dimethyl-3-ethyl-4-ethoxy-phenol CC1=C(C=C(C(=C1CC)OCC)C)O